bis(4-isothiocyanatobutyl)sulfane N(=C=S)CCCCSCCCCN=C=S